C1(CC1)CN1C(N(CC12CCC(CC2)(C2=CC(=CC=C2)F)N(C)C)CC(C(=O)N)(C)C)=O 3-[1-(Cyclopropyl-methyl)-8-dimethylamino-8-(3-fluorophenyl)-2-oxo-1,3-diazaspiro[4.5]decan-3-yl]-2,2-dimethyl-propionamide